8-[[(1R)-1-[3,6-Dimethyl-4-oxo-2-(3-pyridyl)chromen-8-yl]ethyl]amino]-2-(2-trimethylsilylethoxymeth-yl)isoquinolin-1-one CC1=C(OC2=C(C=C(C=C2C1=O)C)[C@@H](C)NC=1C=CC=C2C=CN(C(C12)=O)COCC[Si](C)(C)C)C=1C=NC=CC1